C(C)(C)(C)OC(=O)N[C@H](CC(C(=O)O)(C)C)CC1=CC(=C(C=C1)NC([C@H](C)NC([C@H](C(C)C)NC(=O)OCC1C2=CC=CC=C2C=2C=CC=CC12)=O)=O)F (4S)-4-{[(tert-Butoxy)carbonyl]amino}-5-{4-[(2S)-2-[(2S)-2-{[(9H-fluoren-9-ylmethoxy)carbonyl]amino}-3-methylbutanamido]propanamido]-3-fluorophenyl}-2,2-dimethylpentanoic acid